BrC=1C=CC(=C(C1)C(C(=O)OC(C)(C)C)O)C tert-butyl 2-(5-bromo-2-methylphenyl)-2-hydroxyacetate